ClC=1C(N(C(=CC1OCC1=NC=C(C=C1F)F)C)C1=CC(=NC=C1C)C=1N=C(SC1)C(CC#N)(C)C)=O (S)-3-(4-(3-chloro-4-((3,5-difluoropyridin-2-yl)methoxy)-5',6-dimethyl-2-oxo-2H-[1,4'-bipyridin]-2'-yl)thiazol-2-yl)-3-methylbutanenitrile